3-[4-(9-oxo-3-azaspiro[5.5]undecan-3-yl)phenyl]piperidine-2,6-dione O=C1CCC2(CCN(CC2)C2=CC=C(C=C2)C2C(NC(CC2)=O)=O)CC1